C12(C(=CC3=CC=CC=C13)C#CC1=C3C=CNC3=CC=C1)CCC1(CC2)OCCO1 4-[(dispiro[[1,3]dioxolane-2,1'-cyclohexane-4',1''-indene]-2''-yl)ethynyl]-1H-indole